methoxyl-4-iodo-pyrazol O(C)C1=NNC=C1I